2-[6-(4-fluoro-2-methyl-phenyl)-2-oxo-3H-imidazo[4,5-b]pyridin-1-yl]-N-methyl-acetamide FC1=CC(=C(C=C1)C=1C=C2C(=NC1)NC(N2CC(=O)NC)=O)C